[N+](=O)([O-])C1=CC(=C(C=C1)N)N 4-Nitro-1,2-phenylenediamine